racemic-3-(3-chloro-4-fluorophenyl)-1-(cyclopentylmethyl)-1-(1-(1-oxo-1,2-dihydro-isoquinolin-4-yl)ethyl)urea ClC=1C=C(C=CC1F)NC(N([C@H](C)C1=CNC(C2=CC=CC=C12)=O)CC1CCCC1)=O |r|